(3-methacrylamidopropyl)tris(trimethylsiloxy)silane C(C(=C)C)(=O)NCCC[Si](O[Si](C)(C)C)(O[Si](C)(C)C)O[Si](C)(C)C